1-nitro-4-(1-methyltelluro-ethyl)benzene [N+](=O)([O-])C1=CC=C(C=C1)C(C)[Te]C